C(CC)C(C(=O)[O-])(C(=O)[O-])CCC.[K+].[Na+] sodium potassium 2,2-dipropylmalonate